(R)-2-((7-(hydroxymethyl)-5-(imidazo[1,2-a]pyridin-6-yl)-2-((1,1,1-trifluoropropan-2-yl)amino)-7H-pyrrolo[2,3-d]pyrimidin-4-yl)oxy)ethan-1-ol OCN1C=C(C2=C1N=C(N=C2OCCO)N[C@@H](C(F)(F)F)C)C=2C=CC=1N(C2)C=CN1